N,N-dimethyl-1-(octyloxy)-3-({8-[(1S,2S)-2-{1-[(1R,2R)-2-pentylcyclopropyl]-methyl}cyclopropyl]octyl}oxy)propan-2-amine CN(C(COCCCCCCCC)COCCCCCCCC[C@@H]1[C@@H](C1)C[C@@H]1[C@@H](C1)CCCCC)C